N-[(3R)-1-methylpyrrolidin-3-yl]benzamide (S)-TERT-BUTYL-4-(2-AMINO-3-PHENYLPROPANAMIDO)BENZOATE C(C)(C)(C)OC(C1=CC=C(C=C1)NC([C@H](CC1=CC=CC=C1)N)=O)=O.CN1C[C@@H](CC1)NC(C1=CC=CC=C1)=O